Cl.N1N=CC(=C1)C1=CC=C(C=C1)NC1=NC(=NC=C1)C1=CC=C2C=C(N(C2=C1)C)C(=O)N1CC(C1)(F)F [6-[4-[[4-(1H-Pyrazol-4-yl)phenyl]amino]pyrimidin-2-yl]-1-methyl-1H-indol-2-yl](3,3-difluoroazetidin-1-yl)methanone, monohydrochloride